Methyl 2-(5-(2-(4,5-dichloro-6-oxopyridazin-1(6H)-yl)acetamido)-2-methylphenylsulfonamido)acetate ClC=1C=NN(C(C1Cl)=O)CC(=O)NC=1C=CC(=C(C1)S(=O)(=O)NCC(=O)OC)C